1-[(4-fluorophenyl)-methyl-carbamoyl]-4-[2-(N-(3-methyl-cyclohexyl)anilino)-2-oxo-ethyl]piperidine-4-carboxylic acid FC1=CC=C(C=C1)N(C(=O)N1CCC(CC1)(C(=O)O)CC(=O)N(C1=CC=CC=C1)C1CC(CCC1)C)C